2-amino-2-[3-(trifluoromethyl)phenyl]butyl 2,2-dimethylpropanoate hydrochloride Cl.CC(C(=O)OCC(CC)(C1=CC(=CC=C1)C(F)(F)F)N)(C)C